(R)-N-isopropyltetrahydrofuran-3-amine C(C)(C)N[C@H]1COCC1